1-[(1R)-2-(tert-butoxycarbonylamino)-1-methyl-ethyl]-5-(chloromethyl)pyrazole-3-carboxylic acid methyl ester COC(=O)C1=NN(C(=C1)CCl)[C@@H](CNC(=O)OC(C)(C)C)C